4-((trans)-3-(4-(piperidin-1-yl)phenyl)cyclobutoxy)-1H-1,2,3-triazole-5-carboxylic acid 2,2,2-trifluoroacetate FC(C(=O)O)(F)F.N1(CCCCC1)C1=CC=C(C=C1)[C@@H]1C[C@H](C1)OC=1N=NNC1C(=O)O